CC=1C(=C(C(=CC1)C)C1=C(C(=O)O)C=CC=C1)C1=C(C(=O)O)C=CC=C1.C(C1=CC=CC=C1)(=O)OC1=C(C(=CC(=C1)C(C)C)C(C)C)OC(C1=CC=CC=C1)=O 3,5-diisopropyl-1,2-phenylene dibenzoate 3,6-dimethyl-1,2-phenylenedibenzoate